(R)-1-(4-(1-methyl-1H-pyrazol-5-yl)-2-(3-methylmorpholino)imidazo[1,5-a]pyrimidin-8-yl)ethan-1-one 2-octadecanoyloxyethyl-octadecanoate C(CCCCCCCCCCCCCCCCC)(=O)OCCOC(CCCCCCCCCCCCCCCCC)=O.CN1N=CC=C1C1=CC(=NC=2N1C=NC2C(C)=O)N2[C@@H](COCC2)C